(1S,3aS,6aR)-2-(3-chloro-4H-thieno[3,2-b]pyrrole-5-carbonyl)-N-((S)-1-cyano-2-((S)-2-oxopiperidin-3-yl)ethyl)-5,5-difluorooctahydrocyclopenta[c]pyrrole-1-carboxamide ClC1=CSC2=C1NC(=C2)C(=O)N2[C@@H]([C@H]1[C@@H](C2)CC(C1)(F)F)C(=O)N[C@@H](C[C@H]1C(NCCC1)=O)C#N